C(C1=CC=CC=C1)(C1=CC=CC=C1)N1C(C(C1)O)C 1-Benzhydryl-2-methyl-azetidin-3-ol